CC=1C=CC=C(C1)C1=CC=CC=C1 5-methyl-1,1'-biphenyl